(S)-6-((7,7-dimethyl-5-oxo-5,7-dihydrofuro[3,4-d]pyrimidin-2-yl)amino)-4-((2-hydroxy-1-phenylethyl)amino)nicotinic acid CC1(OC(C2=C1N=C(N=C2)NC2=NC=C(C(=O)O)C(=C2)N[C@H](CO)C2=CC=CC=C2)=O)C